OCCC(C(=O)N(CCO)CCC(O)OCCCCCCCCCCCCCCCC)CCCCCCCCCCCCCC hydroxyethyl-(N-(hexadecyloxyhydroxypropyl)-N-hydroxyethylhexadecanamide)